2-oxo-2-(2-(trifluoromethyl)pyridin-4-yl)ethyl (3S)-7-(6-amino-3-chloro-2-fluorophenyl)-5-oxo-1,2,3,5,8,8a-hexahydroindolizine-3-carboxylate NC1=CC=C(C(=C1C1=CC(N2[C@@H](CCC2C1)C(=O)OCC(C1=CC(=NC=C1)C(F)(F)F)=O)=O)F)Cl